O=C1NC(CC[C@H]1NC(C1=C(C=C(C=C1)N1CCNCC1)F)=O)=O (R)-N-(2,6-Dioxopiperidin-3-yl)-2-fluoro-4-(piperazin-1-yl)benzamide